4-(2-(4-(2-acetyl-5-chlorophenyl)-5-methoxy-2-oxopyridin-1(2H)-yl)-3-(2-bromophenyl)propionylamino)benzoic acid C(C)(=O)C1=C(C=C(C=C1)Cl)C1=CC(N(C=C1OC)C(C(=O)NC1=CC=C(C(=O)O)C=C1)CC1=C(C=CC=C1)Br)=O